1,4-dibutylpiperidinium cyanide [C-]#N.C(CCC)[NH+]1CCC(CC1)CCCC